distearyl-((2,3-dihydroxypropyl)aminomethyl-carboxamide) glutamate N[C@@H](CCC(=O)O)C(=O)O.C(CCCCCCCCCCCCCCCCC)N(C(=O)CNCC(CO)O)CCCCCCCCCCCCCCCCCC